amino-tris(dimethylamino)phosphonium chloride [Cl-].N[P+](N(C)C)(N(C)C)N(C)C